dithiobis(benzothiazole) C1=CC=C2C(=C1)N=C(S2)SSC3=NC4=CC=CC=C4S3